FC1=C(C=CC=C1F)N1C[C@H](OCC1)C(C)C (R)-4-(2,3-difluorophenyl)-2-isopropylmorpholine